N-(5,6-dichloroindan-2-yl)-N-[(2S)-2-hydroxy-2-(3-pyridyl)ethyl]propanamide ClC=1C=C2CC(CC2=CC1Cl)N(C(CC)=O)C[C@H](C=1C=NC=CC1)O